(3-cyano-4-fluorophenyl)-5-(2-((cis-3-(hydroxymethyl)cyclobutyl)amino)-2-oxoacetyl)-1,2,4-trimethyl-1H-pyrrole-3-carboxamide C(#N)C=1C=C(C=CC1F)NC(=O)C1=C(N(C(=C1C)C(C(=O)N[C@@H]1C[C@@H](C1)CO)=O)C)C